CC1=C(C2=CC=CC=C2C=C1)C=O methylnaphthaline-formaldehyde